N-[1-(1-Hydroxycarbamoylmethyl-2-phenyl-ethyl)-1H-[1,2,3]triazol-4-ylmethyl]-4-methyl-benzamide ONC(=O)CC(CC1=CC=CC=C1)N1N=NC(=C1)CNC(C1=CC=C(C=C1)C)=O